NC1=C(C=C(C(=C1)OCC1=CC=CC=C1)OC)C(=O)N1C(CCCC1)CO (2-amino-4-(benzyloxy)-5-methoxyphenyl)(2-(hydroxymethyl)-piperidin-1-yl)methanone